methyl-4-(1-(4-(trifluoromethoxy)benzyl)piperidin-4-yl)-1,4-dihydropyrido[2,3-b]pyrazine-2,3-dione CN1C2=C(N(C(C1=O)=O)C1CCN(CC1)CC1=CC=C(C=C1)OC(F)(F)F)N=CC=C2